C(C=C)OC1=CC=C(OCC2OC2)C=C1 2-(4-allyloxy-phenoxymethyl)-oxirane